CN1N=C(C=C1C)NC1=NC=C(C(=N1)C1=CNC2=C(C=CC=C12)N1C(C2=CC=CC(=C2C1)C1=CC(=NC=C1)F)=O)C 2-(3-(2-((1,5-dimethyl-1H-pyrazol-3-yl)amino)-5-methylpyrimidin-4-yl)-1H-indol-7-yl)-4-(2-fluoropyridin-4-yl)isoindolin-1-one